2-phenyl-5,6,7,8-tetrahydroquinolin-5-one C1(=CC=CC=C1)C1=NC=2CCCC(C2C=C1)=O